(1r,4r)-4-(3-chloroanilino)-6'-[(1-methylpiperidin-2-yl)methoxy]-2'-(3-phenoxyphenyl)-2',3'-dihydrospiro[cyclohexane-1,1'-indene]-4-carboxylic acid ClC=1C=C(NC2(CCC3(C(CC4=CC=C(C=C34)OCC3N(CCCC3)C)C3=CC(=CC=C3)OC3=CC=CC=C3)CC2)C(=O)O)C=CC1